Cl.FC1=CC=C(OC2CCNCC2)C=C1 4-(4-fluorophenoxy)piperidine hydrogen chloride salt